C(C)(C)(C)[C@]1(N(C(OC1)(C)C)C([C@H](C)N)=O)C(=O)N (R)-tert-butyl-3-((S)-2-aminopropionyl)-2,2-dimethyl-oxazolidine-4-carboxamide